2-[(7S)-3,7-Dimethyl-4,5,6,7-tetrahydroindazol-2-yl]-1-[(2R,3R)-3-hydroxy-2-(3-methoxy-2-methyl-phenyl)pyrrolidin-1-yl]ethanone CC=1N(N=C2[C@H](CCCC12)C)CC(=O)N1[C@@H]([C@@H](CC1)O)C1=C(C(=CC=C1)OC)C